C1(CC1)C=1C(=NC(=NC1)N1CCNCC1)C=1C=NC2=CC=CC=C2C1 3-(5-cyclopropyl-2-(piperazin-1-yl)pyrimidin-4-yl)quinoline